2,6-dicyclohexylpyridin-3-amine C1(CCCCC1)C1=NC(=CC=C1N)C1CCCCC1